C(#N)C1=CC(=C(CC2=NC(=NO2)C2=CC=C(C=C2)NC(OC(C)(C)C)=O)C=C1)F tert-butyl (4-(5-(4-cyano-2-fluorobenzyl)-1,2,4-oxadiazol-3-yl)phenyl)carbamate